3-amino-3-(4-chlorophenyl)propionate nitrogen [N+3].NC(CC(=O)[O-])C1=CC=C(C=C1)Cl.NC(CC(=O)[O-])C1=CC=C(C=C1)Cl.NC(CC(=O)[O-])C1=CC=C(C=C1)Cl